FC(C1=C(C=CC(=C1)C(F)(F)F)C(C)N1N=CC(=C1)NC(C=CC=1OC=CC1)=O)(F)F N-(1-(1-(2,4-bis(trifluoromethyl)phenyl)ethyl)-1H-pyrazol-4-yl)-3-(furan-2-yl)acrylamide